Cl.Cl.CN1N=CC(=N1)C=1C=CC(=C(C1)O)C1=CN=C(N=N1)N1C[C@@H](NCC1)C(C)C 5-(2-methyl-2H-1,2,3-triazol-4-yl)-2-{3-[(3S)-3-(propan-2-yl)piperazin-1-yl]-1,2,4-triazin-6-yl}phenol dihydrochloride